tert-Butyl (1R,3R,4R,5S)-3-ethynyl-5-(trifluoromethoxy)-2-azabicyclo[2.2.1]heptane-2-carboxylate C(#C)[C@@H]1N([C@H]2C[C@@H]([C@@H]1C2)OC(F)(F)F)C(=O)OC(C)(C)C